FC(C(=O)O)(F)F.O=C1NC(CC[C@H]1NC1=CC=C(C=C1)C1CCN(CC1)CC(=O)O)=O |r| 2-[4-[4-[[(3RS)-2,6-dioxo-3-piperidinyl]amino]phenyl]-1-piperidinyl]acetic acid trifluoroacetate salt